N1=C(Cl)N=C(Cl)N=C1Cl cyanuric chlorid